tert-butyl 6'-chloro-1'-(6-(1,1-difluoroethyl) pyridin-2-yl)-1',2'-dihydrospiro[piperidine-4,3'-pyrrolo[3,2-c]pyridine]-1-carboxylate ClC1=CC2=C(C=N1)C1(CN2C2=NC(=CC=C2)C(C)(F)F)CCN(CC1)C(=O)OC(C)(C)C